[51Cr](=O)(=O)([O-])[O-].[Na+].[Na+] sodium (51Cr)chromate